3-(5,7-Difluoro-6-((3-hydroxyoxetan-3-yl)ethynyl)-4-oxo-1,4-dihydroquinolin-2-yl)-4-(methylsulfonyl)benzonitrile FC1=C2C(C=C(NC2=CC(=C1C#CC1(COC1)O)F)C=1C=C(C#N)C=CC1S(=O)(=O)C)=O